OC(CNC=1C=C(C=CC1)B(O)O)CCCCCCCCCCCCCC 3-(2-hydroxy-hexadecyl)aminobenzeneboronic acid